[Na+].[Na+].S(=O)(=O)([O-])C1=C(C=CC(=C1)S(=O)(=O)[O-])C=[N+]([O-])C(C)(C)C alpha-(2,4-Disulfophenyl)-N-Tert-Butylnitrone Disodium Salt